CSC1=NC(=C(C(=N1)O)[N+](=O)[O-])O (methylthio)-5-nitropyrimidine-4,6-diol